[(2R,3S,4R,SR)-5-[6-chloro-5-cyano-4-(3,3-difluoropyrrolidin-1-yl)pyrrolo[2,3-b]pyridin-1-yl]-3,4-dihydroxy-tetrahydrofuran-2-yl]methoxymethylphosphonic acid ClC1=C(C(=C2C(=N1)N(C=C2)[C@@H]2[C@@H]([C@@H]([C@H](O2)COCP(O)(O)=O)O)O)N2CC(CC2)(F)F)C#N |&1:10|